4-chloro-2-fluoro-5-[8-(morpholin-4-yl)imidazo[1,2-a]pyridin-6-yl]aniline ClC1=CC(=C(N)C=C1C=1C=C(C=2N(C1)C=CN2)N2CCOCC2)F